(+)-[3-(1H-1,2,4-Triazol-5-yl)pyrrolidin-1-yl]-[3-[4-[1-(trifluoromethyl)cyclopropyl]phenyl]azetidin-1-yl]methanone N1N=CN=C1C1CN(CC1)C(=O)N1CC(C1)C1=CC=C(C=C1)C1(CC1)C(F)(F)F